8-(2-chloro-4-fluorophenyl)-9-(4-((1-(3-fluoropropyl)azetidin-3-ylidene)methyl)phenyl)-6,7-dihydro-5H-benzo[7]annulene-3-carboxylic acid ClC1=C(C=CC(=C1)F)C=1CCCC2=C(C1C1=CC=C(C=C1)C=C1CN(C1)CCCF)C=CC(=C2)C(=O)O